4-(2-((6-chloropyridin-3-yl)oxy)ethyl)morpholine ClC1=CC=C(C=N1)OCCN1CCOCC1